6-fluoro-2-methylpyridine-3-sulfonamide FC1=CC=C(C(=N1)C)S(=O)(=O)N